C(C)(=O)O[C@@H]1[C@@H]([C@H]([C@H](SC=2C=NC=CC2)O[C@@H]1COC(C)=O)OC)N=[N+]=[N-] pyridin-3-yl 4,6-di-O-acetyl-3-azido-3-deoxy-2-O-methyl-1-thio-β-D-galactopyranoside